1-(2-iodophenyl)-(S)-1-methoxymethoxyhexyl-(S)-2-cyclopropylcarbamate IC1=C(C=CC=C1)[C@H]1[C@H](C1)N(C([O-])=O)C(CCCCC)OCOC